7-bromo-4-phenyl-[1,3,5]triazino[2,1-b][1,3]benzoxazol-2-one BrC=1C=CC2=C(N3C(O2)=NC(N=C3C3=CC=CC=C3)=O)C1